2-((2-(pyridin-2-yl)ethyl)amino)pyrimidine-5-carbohydrazide N1=C(C=CC=C1)CCNC1=NC=C(C=N1)C(=O)NN